COC(=O)C=1C(=NN(C1)C1=CC2=C(S1)C(=CC(=C2)C(C)C)C#N)C 1-(7-cyano-5-isopropylbenzo[b]thiophen-2-yl)-3-methyl-1H-pyrazole-4-carboxylic acid methyl ester